4-(cyclopropyl((S)-2-oxo-4-(trifluoromethyl)imidazolidin-1-yl)methyl)pyridin C1(CC1)C(C1=CC=NC=C1)N1C(N[C@@H](C1)C(F)(F)F)=O